C(C)(=O)OC(C(CC(C(C)N)Cl)O)O 1,2-dihydroxy-4-chloro-5-aminohexyl acetate